4-((2R,3R)-4-acryloyl-3-methylmorpholin-2-yl)-6-chloro-5'-fluoro-N,6'-dimethyl-[2,4'-bipyridine]-2'-carboxamide C(C=C)(=O)N1[C@@H]([C@H](OCC1)C1=CC(=NC(=C1)Cl)C1=CC(=NC(=C1F)C)C(=O)NC)C